N,N-dimethyl-2-(pyridin-4-yl)pyrido[3,4-d]pyrimidin-4-amine CN(C=1C2=C(N=C(N1)C1=CC=NC=C1)C=NC=C2)C